C(C)OC(CCOCC)O 1,3-diethoxypropanol